2-(dimethylamino)ethyl Nα-(tert-butoxycarbonyl)-1-methyl-D-tryptophanate C(C)(C)(C)OC(=O)N[C@H](CC1=CN(C2=CC=CC=C12)C)C(=O)OCCN(C)C